BrC1=C(C=C(C=2OCOC21)Cl)NC(OC(C)(C)C)=O tert-butyl (4-bromo-7-chlorobenzo[d][1,3]dioxol-5-yl)carbamate